C(C)N1C(C(C(C2=CC(=CC=C12)C=1N=NN(C1)CC1=CC=C(C=C1)OC(F)(F)F)=O)O)=O 1-ethyl-3-hydroxy-6-(1-(4-(trifluoromethoxy)benzyl)-1H-1,2,3-triazol-4-yl)quinoline-2,4(1H,3H)-dione